OC(CCCCCCCCCCCC(=O)O)CCCCCC 13-Hydroxy-nonadecanoic acid